(5-(2-Chloro-4-methylphenyl)-1-propionyl-4,5-dihydro-1H-pyrazol-3-yl)-4-methylthiophene ClC1=C(C=CC(=C1)C)C1CC(=NN1C(CC)=O)C=1SC=C(C1)C